C[SiH3] MONOMETHYLSILANE